1-(3,4-dichlorophenyl)-2-(5-fluoro-2-imino-3-(2-methylbenzyl)-2,3-dihydro-1H-benzo[d]imidazol-1-yl)ethan-1-ol ClC=1C=C(C=CC1Cl)C(CN1C(N(C2=C1C=CC(=C2)F)CC2=C(C=CC=C2)C)=N)O